CN(CCN1CCN(CC1)C=O)C (4-(2-(dimethylamino)ethyl)piperazin-1-yl)methanone